FC=1C(=C2C(=C(NC2=C(C1)C(=O)N)C(F)(F)F)C)CC1CCNCC1 5-fluoro-3-methyl-4-(piperidin-4-ylmethyl)-2-(trifluoromethyl)-1H-indole-7-carboxamide